3-methyltetradec-5-en-1-ol CC(CCO)CC=CCCCCCCCC